L-alpha-aminoadipic acid N[C@H](C(=O)O)CCCC(=O)O